ClC=1C=C(C#N)C=C(C1)CC(C)N1C(CC(C1)COC1=CC=C(C=C1)S(=O)(=O)C)C 3-chloro-5-[2-[4-[(4-methanesulfonylphenoxy)methyl]-2-methylpyrrolidin-1-yl]propyl]benzonitrile